FC1([C@H](CC1)N1C(=NN=C1)C1=CC=CC(=N1)NC(=O)C=1C(=NN(C1)C)OC)F (S)-N-(6-(4-(2,2-difluorocyclobutyl)-4H-1,2,4-triazol-3-yl)pyridin-2-yl)-3-methoxy-1-methyl-1H-pyrazole-4-carboxamide